6-(3,5-Dimethoxyphenyl)-5,7-dimethyl-2-(pyridin-2-yl)-2,6-dihydro-1H-pyrrolo[3,4-d]pyridazin-1-one COC=1C=C(C=C(C1)OC)N1C(=C2C(N(N=CC2=C1C)C1=NC=CC=C1)=O)C